3-(2,4-dimethoxyphenyl)propan-1-ol (S)-tert-butyl-((5-chloro-6-fluoro-2-phenyl-4-(4,4,5,5-tetramethyl-1,3,2-dioxaborolan-2-yl)-2,3-dihydrobenzofuran-2-yl)methyl)carbamate C(C)(C)(C)N(C(=O)OCCCC1=C(C=C(C=C1)OC)OC)C[C@@]1(OC2=C(C1)C(=C(C(=C2)F)Cl)B2OC(C(O2)(C)C)(C)C)C2=CC=CC=C2